COC(=O)C1=CC=2C(=NC(=CC2)CC2=C(C=CC=C2)F)N1C.CN1C(N(C2=C1C(=CC=C2)C2CCN(CC2)CC2CCNCC2)C2C(NC(CC2)=O)=O)=O 3-[3-methyl-2-oxo-4-[1-(4-piperidylmethyl)-4-piperidyl]benzimidazol-1-yl]piperidine-2,6-dione methyl-6-(2-fluorobenzyl)-1-methyl-1H-pyrrolo[2,3-b]pyridine-2-carboxylate